C(C1=CC=CC=C1)N(C1=C(C=NC=2N1N=CC2C(=O)O)C2=C(N(C(=C2)C)C)C)CC2=CC=CC=C2 7-(dibenzylamino)-6-(1,2,5-trimethyl-1H-pyrrol-3-yl)pyrazolo[1,5-a]pyrimidine-3-carboxylic acid